FC(C(=O)O)(F)F.FC(C(=O)O)(F)F.C(C)(=O)NCCC1CN(C2=CC=C(C=C12)C1=CC=C2C(C(=CN(C2=C1)C1CC1)C(=O)OCC)=O)CC=1C(=NC(=NC1)N)N Ethyl 7-(3-(2-acetamidoethyl)-1-((2,4-diaminopyrimidin-5-yl)methyl)indolin-5-yl)-1-cyclopropyl-4-oxo-1,4-dihydroquinoline-3-carboxylate bis(2,2,2-trifluoroacetate)